(1-((6,6-Difluoro-3-azabicyclo[3.1.0]hexan-3-yl)methyl)cyclopropyl)methanol FC1(C2CN(CC12)CC1(CC1)CO)F